[2-(3,6-dichloro-5-methyl-pyridazin-4-yl)ethylamino]-5-[3-(2-fluoro-4-iodo-phenoxy)propyl]Thiazole-4-carboxylic acid methyl ester COC(=O)C=1N=C(SC1CCCOC1=C(C=C(C=C1)I)F)NCCC1=C(N=NC(=C1C)Cl)Cl